C1(CCCCC1)NC=1C2=C(N=CC1C#CCOC1=CC=CC=C1)NC=C2 N-cyclohexyl-5-(3-phenoxyprop-1-yn-1-yl)-1H-pyrrolo[2,3-b]pyridin-4-amine